[Na].CC(OCCS(=O)(=O)OF)COC=C perfluoro 3,6-dioxa-4-methyl-7-octenesulfonate sodium